3-(benzyloxy)-2-(1,3-dioxolan-2-yl)phenoxyacetic acid C(C1=CC=CC=C1)OC=1C(=C(OCC(=O)O)C=CC1)C1OCCO1